tartrate dihydrochloride Cl.Cl.C(=O)(O)C(O)C(O)C(=O)O